O1C=CC2=C1C=C(C=C2)COC2=CC=C1C=C(NC1=C2)CNC(=O)C2(CC2)C N-((6-(benzofuran-6-ylmethoxy)-1H-indol-2-yl)methyl)-1-methylcyclopropane-1-carboxamide